C1(CC1)C1=NN(C(=C1C(F)(F)F)C(=O)O)CC1C2(C13CC3)CC2 3-cyclopropyl-1-({dispiro[2.0.24.13]heptan-7-yl}methyl)-4-(trifluoromethyl)-1H-pyrazole-5-carboxylic acid